7-azabenzotriazol-1-yloxy-tripyrrolidino-phosphonium hexafluorophosphate F[P-](F)(F)(F)(F)F.N1(N=NC2=C1N=CC=C2)O[P+](N2CCCC2)(N2CCCC2)N2CCCC2